ClC1=C(C=CC=C1NC(=O)C=1C(N(C(N(C1)C)=O)C)=O)C1=C(C(=CC=C1)C1=NC(=C(C=C1)CNC[C@H](CO)O)OC)Cl (R)-N-(2,2'-dichloro-3'-(5-(((2,3-dihydroxypropyl)amino)methyl)-6-methoxypyridin-2-yl)-[1,1'-biphenyl]-3-yl)-1,3-dimethyl-2,4-dioxo-1,2,3,4-tetrahydropyrimidine-5-carboxamide